5-{(7R)-7-[(4,4-difluorobutyl)amino]-1-fluoro-3-hydroxy-5,6,7,8-tetrahydronaphthalen-2-yl}-1λ6,2,5-thiadiazolidine-1,1,3-trione FC(CCCN[C@@H]1CCC=2C=C(C(=C(C2C1)F)N1CC(NS1(=O)=O)=O)O)F